C(O[C@@H]1C[C@@]2(CCC1)O[C@@]1(OO2)[C@H]2[C@@H](C[C@@H](C1)C2)CNC(C)=O)(OC2=CC=C(C=C2)[N+](=O)[O-])=O (1R,2S,3''S,4R,5'S,6R)-6-((acetamidooxy)methyl)dispiro[bicyclo[2.2.1]heptane-2,3'-[1,2,4]trioxolane-5',1''-cyclohexan]-3''-yl (4-nitrophenyl) carbonate